[C@H]12CN(C[C@H](CC1)N2)C=2C1=C(N=C(N2)N2CC3(C2)COCC3)C(=C(N=C1)C1=CC(=CC3=CC=CC=C13)O)F 4-(4-((1R,5S)-3,8-diazabicyclo[3.2.1]octan-3-yl)-8-fluoro-2-(6-oxa-2-azaspiro[3.4]octan-2-yl)pyrido[4,3-d]pyrimidin-7-yl)naphthalen-2-ol